C(CCCCCCCCCCCCC)N1C(=C(C(C=C1)=O)OC(=O)C(C)(C)C)C(C)=O N-tetradecyl-2-acetyl-3-t-butylcarbonyloxy-pyridin-4-one